FC1=CC=CC=2NC(OC21)=O 7-fluorobenzo[d]oxazol-2(3H)-one